FC(C1=NN2C(N=C(C=C2NCC(C2=CC=C(C=C2)F)N2C[C@@](CC2)(O)C)C(F)(F)F)=C1)(F)F (3R)-1-(2-((2,5-Bis(trifluoromethyl)pyrazolo[1,5-a]pyrimidin-7-yl)amino)-1-(4-fluorophenyl)ethyl)-3-methylpyrrolidin-3-ol